COC(C1=C(C=C(C=C1)B1OC(C(O1)(C)C)(C)C)NC1CC1)=O methyl-2-(cyclopropylamino)-4-(4,4,5,5-tetramethyl-1,3,2-dioxaborolan-2-yl)benzoate